Ethyl 3-(4-(((tetrahydro-2H-pyran-2-yl) oxy) methyl) bicyclo[2.2.1]heptan-1-yl)-1H-pyrazole-5-carboxylate O1C(CCCC1)OCC12CCC(CC1)(C2)C2=NNC(=C2)C(=O)OCC